N-(5-(2-(2-cyclobutylmorpholino)acetamido)-2-methylpyridin-3-yl)-2-(1-methyl-1H-pyrazol-4-yl)-1H-pyrrolo[2,3-b]pyridine-5-carboxamide C1(CCC1)C1OCCN(C1)CC(=O)NC=1C=C(C(=NC1)C)NC(=O)C=1C=C2C(=NC1)NC(=C2)C=2C=NN(C2)C